(R)-N-(1-(2,3-dihydro-1H-indol-5-yl)ethyl)-4-bromobenzamide hydrobromide Br.N1CCC2=CC(=CC=C12)[C@@H](C)NC(C1=CC=C(C=C1)Br)=O